N-[(1s,4s)-4-{2-[(4-{[2-(dimethylamino)ethyl](methyl)amino}phenyl)amino]-7-oxo-5-[2-(triisopropylsilyl)ethynyl]pyrido[2,3-d]pyrimidin-8-yl}cyclohexyl]acetamide CN(CCN(C1=CC=C(C=C1)NC=1N=CC2=C(N1)N(C(C=C2C#C[Si](C(C)C)(C(C)C)C(C)C)=O)C2CCC(CC2)NC(C)=O)C)C